ONONO trioxazan